C(C)(C)C1=C(NC2=CC=C(C=C12)C1CN(C1)CCS(=O)(=O)C)C=1C(=C(C=2N(C1)C=NN2)C)C 6-(3-Isopropyl-5-(1-(2-(methylsulfonyl)ethyl)azetidin-3-yl)-1H-indol-2-yl)-7,8-dimethyl-[1,2,4]triazolo[4,3-a]pyridin